N-(3-amidino-4-fluorophenyl)-5-chloro-2-(4,4-difluoroazepan-1-yl)-6-methylnicotinamide C(N)(=N)C=1C=C(C=CC1F)NC(C1=C(N=C(C(=C1)Cl)C)N1CCC(CCC1)(F)F)=O